ClC=1C=C(C(=NC1)OC(F)F)C=1N(C(=NN1)C=1C=NC=CC1O)C 3-(5-(5-chloro-2-(difluoromethoxy)pyridin-3-yl)-4-methyl-4H-1,2,4-triazol-3-yl)pyridin-4-ol